oleoyl-(dielaidoyl)-sn-glycero-3-phosphoethanolamine C(CCCCCCC\C=C/CCCCCCCC)(=O)C(OP(OC[C@@H](CO)O)(=O)O)CN(C(CCCCCCC\C=C\CCCCCCCC)=O)C(CCCCCCC\C=C\CCCCCCCC)=O